lithium 3,4-dihydroxybenzoate OC=1C=C(C(=O)[O-])C=CC1O.[Li+]